3-(5-((6,7-difluoroisoquinolin-8-yl)methoxy)-2-fluoro-4-methoxyphenyl)-2,4-dioxo-1H-thieno[3,4-d]pyrimidine-5-carboxylic acid FC=1C=C2C=CN=CC2=C(C1F)COC=1C(=CC(=C(C1)N1C(NC=2C(C1=O)=C(SC2)C(=O)O)=O)F)OC